C1CC(CCC1CO)CO cyclohex-1,4-ylenedimethanol